15-chloro-4-cyclopropyl-21,23-difluoro-16-hydroxy-8,11-dioxa-18lambda6-thia-19-azatetracyclo[18.3.1.113,17.02,7]pentacosa-1(23),2,4,6,13(25),14,16,20(24),21-nonaene-12,18,18-trione ClC1=CC=2C(OCCOC3=CC=C(C=C3C3=C(C=C(C(NS(C(=C1O)C2)(=O)=O)=C3)F)F)C3CC3)=O